6-fluoro-hexanoic acid FCCCCCC(=O)O